ClC1=CC(=C(N=N1)OC1=C(C=C(C=C1)F)C)C(=O)OC methyl 6-chloro-3-(4-fluoro-2-methylphenoxy)pyridazine-4-carboxylate